Tertbutyl ((2-(4-(2-((tertbutyldimethylsilyl)oxy)propan-2-yl)-5-fluoro-6-(4-fluorophenyl)-pyridin-2-yl)-4-hydroxytetrahydrofuran-2-yl)methyl)carbamate C(C)(C)(C)[Si](OC(C)(C)C1=CC(=NC(=C1F)C1=CC=C(C=C1)F)C1(OCC(C1)O)CNC(OC(C)(C)C)=O)(C)C